N-[(6-Amino-2-pyridyl)sulfonyl]-6-(3-fluoro-5-isobutoxyphenyl)-2-(2-tetrahydrofuran-2-ylethoxy)pyridin-3-carboxamid NC1=CC=CC(=N1)S(=O)(=O)NC(=O)C=1C(=NC(=CC1)C1=CC(=CC(=C1)OCC(C)C)F)OCCC1OCCC1